2-(4-fluorophenyl)-6-(2-tetrahydrofuranyl)-1,2,4-triazine FC1=CC=C(C=C1)N1NC(=CN=C1)C1OCCC1